(2R)-4-[(2R)-3-(3,4-dihydro-1H-isoquinolin-2-yl)-2-hydroxypropyl]-2-methyl-8-(2-Oxa-7-azaspiro[3.5]nonan-7-ylmethyl)-2,3-dihydro-1,4-benzoxazepin-5-one C1N(CCC2=CC=CC=C12)C[C@H](CN1C[C@H](OC2=C(C1=O)C=CC(=C2)CN2CCC1(COC1)CC2)C)O